N1(CCOCC1)C(=O)C1=NN2C(CN(CCC2)C=2C3=C(N=CN2)CN(CC3)C(=O)[O-])=C1 4-(2-(morpholine-4-carbonyl)-7,8-dihydro-4H-pyrazolo[1,5-a][1,4]diazepin-5(6H)-yl)-5,6-dihydropyrido[3,4-d]pyrimidine-7(8H)-carboxylate